C1(CCCCC1)OCCO 2-(cyclohexyloxy)ethanol